ClC=1C=C(C=C(C1)Cl)C1(CC(=NO1)C1=CC(=C(C=C1)NC(=S)NC1=CC=C(C=C1)C)C)C(F)(F)F 1-(4-(5-(3,5-dichlorophenyl)-5-(trifluoromethyl)-4,5-dihydroisoxazol-3-yl)-2-methylphenyl)-3-(p-tolyl)thiourea